NC=1OC2=C(C=NC=C2[C@H]2C[C@@H](O[C@@H](C2)C)C(=O)N2[C@H](C3=C(C=C(C=C3CC2)Cl)Cl)C)N1 ((2R,4R,6R)-4-(2-aminooxazolo[4,5-c]pyridin-7-yl)-6-methyltetrahydro-2H-pyran-2-yl)((S)-6,8-dichloro-1-methyl-3,4-dihydroisoquinolin-2(1H)-yl)methanone